(3S,5R,8R,9S,10S,13R,14S,17R)-14-hydroxy-10,13-dimethyl-17-(2-oxo-2H-pyran-5-yl)hexadecahydro-1H-cyclopenta[a]phenanthren-3-yl leucinate N[C@@H](CC(C)C)C(=O)O[C@H]1CC[C@@]2([C@H]3CC[C@@]4([C@H](CC[C@@]4([C@@H]3CC[C@@H]2C1)O)C=1C=CC(OC1)=O)C)C